N-methyl-1'-((2'-carbonyl-1',4'-dihydro-2'H-spiro[cyclopropane-1,3'-[1,5]naphthyridine]-7'-yl)methyl)-1',2',3',6'-tetrahydro-[3,4'-bipyridine]-6-carboxamide CNC(=O)C1=CC=C(C=N1)C=1CCN(CC1)CC1=CN=C2CC3(C(NC2=C1)=C=O)CC3